C(C)(C)(C)C1=NN(C=C1NC1=NC=CC(=N1)C1=CC(=C(C=C1)CNC(=O)OC(C)(C)C)C)C(=O)O[C@H](C)C1=CC=C(C=C1)[N+](=O)[O-] (R)-1-(4-nitrophenyl)ethanol tert-butyl-4-((4-(4-(((tert-butoxycarbonyl)amino)methyl)-3-methylphenyl)pyrimidin-2-yl)amino)-1H-pyrazole-1-carboxylate